C1(=CC=CC=C1)S(=O)(=O)OOC(CCCCCCCCC)=O (decanoyloxy) benzene-1-sulfonate